COC(=O)C=1C=C(C=CC1C(=O)OC)N(S(=O)(=O)C=1C=C(C(=CC1)C(=O)OC)C(=O)OC)C 1,2-dimethyl 4-{[3,4-bis(methoxycarbonyl)phenyl] (methyl)sulfamoyl}benzene-1,2-dicarboxylate